C(#N)C1=CC=C(CCN[C@@H]([C@H]2CNC3=C(N2)N=CC(=C3)C(=O)NCC)C3=CC=CC=C3)C=C1 (R)-3-((R)-((4-cyanophenethyl)amino)(phenyl)methyl)-N-ethyl-1,2,3,4-tetrahydropyrido[2,3-b]pyrazine-7-carboxamide